CN(C)C=C1C(C2=CC=CC=C2[C@@H](C1)C1=C(C=CC=C1)F)=O (R)-2-((dimethylamino)methylene)-4-(2-fluorophenyl)-3,4-dihydronaphthalen-1(2H)-one